4-(furo[3,2-c]pyridin-4-yl)-N-[trans-4-(1-hydroxyethyl)cyclohexyl]benzamide O1C=CC=2C(=NC=CC21)C2=CC=C(C(=O)N[C@@H]1CC[C@H](CC1)C(C)O)C=C2